N-(4-(4-amino-5-(3-methoxy-4-((4-methylpyrimidin-2-yl)oxy)phenyl)-2,7-dimethyl-7H-pyrrolo[2,3-d]pyrimidin-6-yl)phenyl)acrylamide NC=1C2=C(N=C(N1)C)N(C(=C2C2=CC(=C(C=C2)OC2=NC=CC(=N2)C)OC)C2=CC=C(C=C2)NC(C=C)=O)C